CC(CNC(OC(C)(C)C)=O)(C)C1=CC(=CC=C1)C(NCC(NC=1SC=C(N1)C1=CC(=CC=C1)B1OC(C(O1)(C)C)(C)C)=O)=O tert-butyl (2-methyl-2-(3-((2-oxo-2-((4-(3-(4,4,5,5-tetramethyl-1,3,2-dioxaborolan-2-yl)phenyl)thiazol-2-yl)amino)ethyl)carbamoyl)phenyl)propyl)carbamate